CC=1N=NN2C1CNCC2 3-methyl-4,5,6,7-tetrahydrotriazolo[1,5-a]pyrazine